triphenyl-phosphinic acid phosphate P(=O)(O)(O)O.C1(=CC=CC=C1)OP(=O)(C1=CC=CC=C1)C1=CC=CC=C1